3-(2-methoxy-4-nitrophenoxy)-8-azabicyclo[3.2.1]Octane-8-carboxylic acid tert-butyl ester C(C)(C)(C)OC(=O)N1C2CC(CC1CC2)OC2=C(C=C(C=C2)[N+](=O)[O-])OC